5-chloro-3-(2-methyl-1,2,3,4-tetrahydroisoquinolin-7-yl)-1-((2-(trimethylsilyl)ethoxy)methyl)-1H-indazole-6-formonitrile ClC=1C=C2C(=NN(C2=CC1C#N)COCC[Si](C)(C)C)C1=CC=C2CCN(CC2=C1)C